COC1=CC=C(CNCC#C)C=C1 4-methoxybenzyl-prop-2-ynylamine